(2-(Bis(4-methoxybenzyl)amino)-4,6-dimethoxypyrimidin-5-yl)boronic acid COC1=CC=C(CN(C2=NC(=C(C(=N2)OC)B(O)O)OC)CC2=CC=C(C=C2)OC)C=C1